CC1=CC=C(C=C1)C=1OC(CC1C#N)(C(F)(F)F)O 2-(4-methylphenyl)-5-hydroxy-5-(trifluoromethyl)-4,5-dihydrofuran-3-carbonitrile